tert-butyl (2R,4R)-4-((6-((1-(tert-butyl)-5-methyl-1H-pyrazol-3-yl)amino)-4-ethyl-3-fluoropyridin-2-yl)methyl)-1-(3-chloro-2-fluorophenyl)-2-methylpiperidine-4-carboxylate C(C)(C)(C)N1N=C(C=C1C)NC1=CC(=C(C(=N1)C[C@@]1(C[C@H](N(CC1)C1=C(C(=CC=C1)Cl)F)C)C(=O)OC(C)(C)C)F)CC